N-(2-aminoethyl)-3-aminopropyltriethoxyphosphane NCCNCCCC(C)OP(OCC)OCC